4-methyl-1-(2-oxo-2-(piperazin-1-yl)ethyl)-5-((4-((6-(2,2,2-trifluoroethyl)thieno[2,3-d]pyrimidin-4-yl)amino)piperidin-1-yl)methyl)-1H-indole-2-carbonitrile CC1=C2C=C(N(C2=CC=C1CN1CCC(CC1)NC=1C2=C(N=CN1)SC(=C2)CC(F)(F)F)CC(N2CCNCC2)=O)C#N